benzyl N-({3-[(5-{[2-(2,6-dioxopiperidin-3-yl)-1,3-dioxo-2,3-dihydro-1H-isoindol-4-yl]amino}pentyl)oxy]phenyl}methyl)carbamate O=C1NC(CCC1N1C(C2=CC=CC(=C2C1=O)NCCCCCOC=1C=C(C=CC1)CNC(OCC1=CC=CC=C1)=O)=O)=O